OC(C)(C1=CC=C(C=C1)C)C1=CC=C(C#N)C=C1 4-(1-hydroxy-1-(p-tolyl)ethyl)benzonitrile